CC1=CC=C(CN2N=C(C=C2C(=O)N)C2=CC(=C(C(=C2)OC)OC)OC)C=C1 (4-methylbenzyl)-3-(3,4,5-trimethoxyphenyl)-1H-pyrazole-5-carboxamide